tert-butyl 3-(5-(2-bromoacetyl)thiazol-2-yl)-3-hydroxypyrrolidine-1-carboxylate BrCC(=O)C1=CN=C(S1)C1(CN(CC1)C(=O)OC(C)(C)C)O